C1(CC1)N1C(C2=C(C=C1C(F)(F)F)N=C(N2C)C2=C(C=C(C=C2)C(C#N)(C)C)S(=O)(=O)CC)=O 2-[4-[5-cyclopropyl-3-methyl-4-oxo-6-(trifluoromethyl)imidazo[4,5-c]pyridin-2-yl]-3-ethylsulfonyl-phenyl]-2-methyl-propanenitrile